N-(5-bromo-2,3-dihydro-1H-inden-4-yl)pivalamide 2-(4-Acetyl-3-amino-2,6-dimethoxyphenoxy)ethylmethacrylat C(C)(=O)C1=C(C(=C(OCCOC(C(=C)C)=O)C(=C1)OC)OC)N.BrC=1C(=C2CCCC2=CC1)NC(C(C)(C)C)=O